tert-butyl 9-(5-chloro-2-(((3S,4R)-3-hydroxytetrahydro-2H-pyran-4-yl) amino) pyrimidin-4-yl)-7-fluoro-1,4-dihydro-2H-spiro[benzo[c][2,6]naphthyridine-3,1'-cyclopropane]-2-carboxylate ClC=1C(=NC(=NC1)N[C@H]1[C@@H](COCC1)O)C1=CC2=C(N=CC=3CC4(CC4)N(CC23)C(=O)OC(C)(C)C)C(=C1)F